tin trifluoromethyl-sulfonate FC(F)(F)S(=O)(=O)[O-].[Sn+4].FC(F)(F)S(=O)(=O)[O-].FC(F)(F)S(=O)(=O)[O-].FC(F)(F)S(=O)(=O)[O-]